3-chloropyridine-4-thiol sodium [Na].ClC=1C=NC=CC1S